4H-cyclopenta[d][1,3]dioxol O1COC2=C1C=CC2